ClC1=NC=CC(=C1)NC(=O)NC1=CC(=NC=C1)C(=O)N1CCN(CC1)CCNC1=C2C(N(C(C2=CC=C1)=O)C1C(NC(CC1)=O)=O)=O 1-(2-chloropyridin-4-yl)-3-(2-(4-(2-((2-(2,6-dioxopiperidin-3-yl)-1,3-dioxoisoindolin-4-yl)amino)ethyl)piperazine-1-carbonyl)pyridin-4-yl)urea